4-((2,3-difluoro-4-(1H-1,2,4-triazol-1-yl)benzyl)oxy)phenyl sulfurofluoridate S(OC1=CC=C(C=C1)OCC1=C(C(=C(C=C1)N1N=CN=C1)F)F)(=O)(=O)F